N-(2-(4-cyclopropyl-2-(2-(methoxymethyl)-7-methylquinoxalin-5-yl)benzo[d]thiazol-6-yloxy)ethyl)-4-fluorobenzenesulfonamide C1(CC1)C1=CC(=CC2=C1N=C(S2)C2=C1N=CC(=NC1=CC(=C2)C)COC)OCCNS(=O)(=O)C2=CC=C(C=C2)F